ClC1=CC(=C(N)C=C1)[N+](=O)[O-] 4-chloro-2-nitroaniline